tris(2,2,6,6-tetramethylpiperidin-4-yl)nitrilotriacetate CC1(NC(CC(C1)C(C(=O)[O-])N(C(C(=O)[O-])C1CC(NC(C1)(C)C)(C)C)C(C(=O)[O-])C1CC(NC(C1)(C)C)(C)C)(C)C)C